C(C)N1N=C(C(=C1)C1=C(C=CC=C1)[C@H]1C2=C(CN(C1)C(C#CC1CNCC1)=O)SC(=C2)C#N)C(F)(F)F (4S)-4-(2-(1-Ethyl-3-(trifluoromethyl)-1H-pyrazol-4-yl)phenyl)-6-(3-(pyrrolidin-3-yl)propioloyl)-4,5,6,7-tetrahydrothieno[2,3-c]pyridine-2-carbonitrile